(4S)-5-amino-4-(5-(6-amino-4,5-dimethylpyridin-2-yl)-4-fluoro-3-methyl-1-oxoisoindolin-2-yl)-5-oxopentanoic acid tert-butyl ester C(C)(C)(C)OC(CC[C@@H](C(=O)N)N1C(C2=CC=C(C(=C2C1C)F)C1=NC(=C(C(=C1)C)C)N)=O)=O